OCCOC1=CC=C(C=C1)C1(C2=CC=CC(=C2C=2C(=CC=CC12)C1=CC2=CC=CC=C2C=C1)C1=CC2=CC=CC=C2C=C1)C1=CC=C(C=C1)OCCO 9,9-bis(4-(2-hydroxyethoxy)phenyl)-4,5-bis(2-naphthyl)fluorene